(4-cyanophenyl)-5-nitrofuran-2-carboxamide C(#N)C1=CC=C(C=C1)C1=C(OC(=C1)[N+](=O)[O-])C(=O)N